1,1-dichloro-N-((dimethylamino)-sulfonyl)-1-fluoro-N-phenylmethanesulfonamide ClC(S(=O)(=O)N(C1=CC=CC=C1)S(=O)(=O)N(C)C)(F)Cl